ClC1=C(C=CC=C1C1=C(C(=NC=C1)C1=CC(=C(C=C1)CNC1CCC(CC1)O)OC)C)C1=CC=C(C(=N1)OC)CNC1CCC(CC1)O (1s,4s)-4-(((6-(2-chloro-3-(2-(4-((((1r,4s)-4-hydroxycyclohexyl)amino)methyl)-3-methoxyphenyl)-3-methylpyridin-4-yl)phenyl)-2-methoxypyridin-3-yl)methyl)amino)cyclohexan-1-ol